ClC1=C2N(C=NC2=NC=N1)C1N=C(OC1)C1=CC=CC=C1 4-(6-chloro-7H-purin-7-yl)-2-phenyl-4,5-dihydro-oxazole